(±)-1-((cis)-1-Acetyl-3-fluoropiperidin-4-yl)-3-(8-amino-7-fluoro-6-(8-methyl-2,3-dihydro-1H-pyrido[2,3-b][1,4]oxazin-7-yl)isoquinolin-3-yl)urea C(C)(=O)N1C[C@H]([C@H](CC1)NC(=O)NC=1N=CC2=C(C(=C(C=C2C1)C1=C(C2=C(OCCN2)N=C1)C)F)N)F |r|